3,3-difluoro-1,4-bipiperidine hydrochloride Cl.FC1(CN(CCC1)C1CCNCC1)F